[Si](C1=CC=CC=C1)(C1=CC=CC=C1)(C(C)(C)C)OCC[C@H](CCC)NC=1C2=C(N=C(N1)NC(OC)=O)C(=NN2CC2=NC=C(C=C2OC)CO)C methyl (S)-(7-((1-((tert-butyldiphenylsilyl)oxy)hexan-3-yl)amino)-1-((5-(hydroxymethyl)-3-methoxypyridin-2-yl)methyl)-3-methyl-1H-pyrazolo[4,3-d]pyrimidin-5-yl)carbamate